4-(8-methyl-5H-imidazo[5,1-a]isoindol-5-yl)tetrahydrofuran-3-ol CC1=CC=C2C(N3C(C2=C1)=CN=C3)C3C(COC3)O